4-amino-1-((2R,4S,5R)-4-hydroxy-5-(hydroxymethyl)tetrahydrofuran-2-yl)pyrimidin-2(1H)-one NC1=NC(N(C=C1)[C@@H]1O[C@@H]([C@H](C1)O)CO)=O